(1,3-dimethyl-azetidin-3-yl)-(4-isopropyl-phenyl)-(2-pyrrolidin-1-yl-pyridin-4-yl)-methanol CN1CC(C1)(C)C(O)(C1=CC(=NC=C1)N1CCCC1)C1=CC=C(C=C1)C(C)C